N-(6-(2,3-dimethylphenyl)imidazo[1,2-a]pyridin-2-yl)-2-fluorocyclopropane-1-carboxamide CC1=C(C=CC=C1C)C=1C=CC=2N(C1)C=C(N2)NC(=O)C2C(C2)F